C(CCCCCCCCCCCCCCCCCCC)(=O)OCC1CO1 glycidyl icosanoate